ClC1=C(C(=O)[O-])C=C(C=N1)C1=CC(=CC=C1)C(NC1=CC=C(C=C1)OCCC1=CC=CC=C1)=O 2-chloro-5-(3-((4-phenethoxyphenyl)carbamoyl)phenyl)nicotinate